N1CCC(CC1)C1=NC=CC(=N1)C=1N=C(C2=C(N1)C=CC=N2)N2CCOCC2 4-[2-[2-(4-piperidyl)pyrimidin-4-yl]pyrido[3,2-d]pyrimidin-4-yl]morpholine